C(C)(=O)N(C1=C(C=C(C=C1)C1=CC=C(C=N1)C(=O)NCCC1=CN=CS1)Cl)CC1CC1 6-[4-[acetyl(cyclopropylmethyl)amino]-3-chloro-phenyl]-N-(2-thiazol-5-ylethyl)pyridine-3-carboxamide